ClC1=NN(C=C1C(=O)NC1CCC(CC1)NC1=NN(C(C(=C1)C(F)(F)F)=O)C)CC(F)F 3-chloro-1-(2,2-difluoroethyl)-N-((1s,4s)-4-((1-methyl-6-oxo-5-(trifluoromethyl)-1,6-dihydropyridazin-3-yl)amino)cyclohexyl)-1H-pyrazole-4-carboxamide